cyclopropanecarbonyl chloride C1(CC1)C(=O)Cl